FC1=C(NC2CC3CCC4CCC(CC4CC3CC2)OC[C@@H](CO)O)C=CC(=C1)F 13-(2,4-difluoroanilino)-5-[(2R)-2,3-dihydroxypropoxy]tricyclo[9.4.0.03,8]pentadecan